C(C(C([2H])([2H])[2H])([2H])C=1N=CC2=C(N1)NC(C=C2)=O)([2H])([2H])[2H] (2H7)propan-2-yl-pyrido[2,3-d]pyrimidin-7(8H)-one